OC(=O)C(F)(F)F.ClC=1C=C(CNC=2NC(C3=C(N2)C=NN3C3CNCC3)=O)C=CC1Cl 5-((3,4-dichlorobenzyl)amino)-1-(pyrrolidin-3-yl)-1H-pyrazolo[4,3-d]pyrimidin-7(6H)-one TFA salt